CC=1C=C(C=CC1C)N(S(=O)(=O)C)CC1=CC=C(C=C1)F N-(3,4-dimethylphenyl)-N-(4-fluorobenzyl)methanesulfonamide